(2S,3R)-3-((2-aminopyridin-4-yl)methyl)-N2-(1-methyl-1H-imidazol-2-yl)-N1-((R)-1-(3-chlorophenyl)propyl)-N1-methyl-N2-methyl-4-oxoazetidine-1,2-dicarboxamide NC1=NC=CC(=C1)C[C@@H]1[C@H](N(C1=O)C(=O)N(C)[C@H](CC)C1=CC(=CC=C1)Cl)C(=O)N(C)C=1N(C=CN1)C